N12CCN(C(CC1)CC2)C(=O)C=2C1=C(N(N2)C2=CC=C(C=C2)OC(F)F)CCOC1 1,4-diazabicyclo[3.2.2]nonan-4-yl-[1-[4-(difluoromethoxy)phenyl]-1,4,6,7-tetrahydropyrano[4,3-c]pyrazol-3-yl]methanone